FC(C=1N=C(OC1C(=O)N1[C@@H](C2=C(CC1)NC=N2)C=2OC1=C(N2)C=CC=C1C(F)(F)F)C(C)(C)O)F (S)-(4-(difluoromethyl)-2-(2-hydroxypropan-2-yl)oxazol-5-yl)(4-(7-(trifluoromethyl)benzo[d]oxazol-2-yl)-6,7-dihydro-1H-imidazo[4,5-c]pyridin-5(4H)-yl)methanone